(2R,3R,4S,5R,6S)-2,3,4,5,6,7-hexahydroxyheptanal O[C@@H](C=O)[C@@H]([C@H]([C@@H]([C@H](CO)O)O)O)O